tert-butyl 4-((4-(2-(2,6-dioxopiperidin-3-yl)-1-oxoisoindolin-5-yl)-2,6-dimethylpiperazin-1-yl)methyl)piperidine-1-carboxylate O=C1NC(CCC1N1C(C2=CC=C(C=C2C1)N1CC(N(C(C1)C)CC1CCN(CC1)C(=O)OC(C)(C)C)C)=O)=O